C1=C(C=C(C(=C1F)I)F)Br 2,6-difluoro-4-bromoiodobenzene